O1C=NC2=C1C=CC(=C2)NC(OC(C)(C)C)=O tert-butyl N-(1,3-benzoxazol-5-yl)carbamate